(R)-1-(6-(4-(1-hydroxypropan-2-yl)-4H-1,2,4-triazol-3-yl)pyridin-2-yl)-3-(pyrazolo[1,5-a]pyridin-2-yl)urea OC[C@@H](C)N1C(=NN=C1)C1=CC=CC(=N1)NC(=O)NC1=NN2C(C=CC=C2)=C1